decanediamine dodecanedioate C(CCCCCCCCCCC(=O)O)(=O)O.C(CCCCCCCCC)(N)N